4-methoxy-6-(((3R,5S)-5-methylpyrrolidin-3-yl)oxy)pyrimidine COC1=NC=NC(=C1)O[C@H]1CN[C@H](C1)C